C(OC1=C(N)C=CC=C1)([2H])([2H])[2H] 2-(Methoxy-d3)aniline